N-[2-(2,6-Difluorophenyl)-[1,3]thiazolo[5,4-c]pyridin-6-yl]-6-[1-(ethylamino)ethyl]-5-(morpholin-4-yl)pyridin-2-amine FC1=C(C(=CC=C1)F)C=1SC=2C=NC(=CC2N1)NC1=NC(=C(C=C1)N1CCOCC1)C(C)NCC